C(=C)[SiH2]OCCC vinyl-(2-methylethoxy)silane